methyl 4-((1-methoxy-1-oxopropan-2-yl) amino)-3-nitro-1-naphthoate COC(C(C)NC1=C(C=C(C2=CC=CC=C12)C(=O)OC)[N+](=O)[O-])=O